2-((8-bromo-7-methyl-2,6-dioxo-1,2,6,7-tetrahydro-3H-purin-3-yl)methyl)-3,3,3-trifluoropropanoic acid BrC1=NC=2N(C(NC(C2N1C)=O)=O)CC(C(=O)O)C(F)(F)F